C(C)(C)(C)C1=CC=C(C=CC2=C(C=CC=C2)[N+]#[C-])C=C1 2-(4-tert-butylstyryl)isocyanobenzene